3-(4-Ethoxyphenoxy)-7-hydroxy-2-methyl-4H-chromen C(C)OC1=CC=C(OC2=C(OC3=CC(=CC=C3C2)O)C)C=C1